(1-(4-isopropyl-3-(5-(methoxymethyl)-4H-1,2,4-triazol-3-yl)benzoyl)piperidin-4-yl)benzonitrile C(C)(C)C1=C(C=C(C(=O)N2CCC(CC2)C2=C(C#N)C=CC=C2)C=C1)C1=NN=C(N1)COC